(1S,2S)-2-((S)-((E)-2-((tert-butoxycarbonyl)imino)-4,4-diethyl-6-oxotetrahydropyrimidin-1(2H)-yl)(pyridin-3-yl)methyl)cyclopropanecarboxylic acid C(C)(C)(C)OC(=O)\N=C/1\N(C(CC(N1)(CC)CC)=O)[C@@H]([C@@H]1[C@H](C1)C(=O)O)C=1C=NC=CC1